BrCCCCC(=O)OC methyl 5-bromopentanoate